CC1=CC(C(CC1)C(=C)C)C1=C(C=C(C=C1)CCC)O 2-(3-Methyl-6-prop-1-en-2-ylcyclohex-2-en-1-yl)-5-propylphenol